[N+](=[N-])=C1CCC=2C(=C(C=C(C2C1=O)NC(C)=O)F)C N-(7-diazo-3-fluoro-4-methyl-8-oxo-5,6,7,8-tetrahydronaphthalen-1-yl)acetamide